1-(6-((1H-Imidazol-1-yl)methyl)pyridin-3-yl)azetidine-3-carboxylic acid N1(C=NC=C1)CC1=CC=C(C=N1)N1CC(C1)C(=O)O